N5-(((2S,3R,4R,5S,6R)-3,4,5-trihydroxy-6-(hydroxymethyl)tetrahydro-2H-pyran-2-yl)methyl)glutaramide O[C@H]1[C@@H](O[C@@H]([C@H]([C@@H]1O)O)CO)CNC(CCCC(=O)N)=O